2-((7,7-bis(octyloxy)heptyl)amino)ethan-1-ol C(CCCCCCC)OC(CCCCCCNCCO)OCCCCCCCC